tert-butyl 5-bromo-2-(2-cyano-2-((diphenylmethylene)amino)ethyl)-1H-indole-1-carboxylate BrC=1C=C2C=C(N(C2=CC1)C(=O)OC(C)(C)C)CC(N=C(C1=CC=CC=C1)C1=CC=CC=C1)C#N